CS(=O)(=O)OC1CC(CC1)OC1=CC=CC=C1 3-Phenoxycyclopentyl methanesulfonate